Cl.C(C1=CC=CC=C1)N1C(C2=CC=CC=C2C=N1)=O 2-benzylphthalazin-1(2H)-one hydrochloride